6-Chloro-2,8-dimethyl-4H-benzo[d][1,3]oxazin-4-one ClC1=CC2=C(N=C(OC2=O)C)C(=C1)C